BrC1=CC=C2N=CC(=NC2=C1)C(C)=O (7-bromoquinoxalin-2-yl)ethan-1-one